C(#N)C=1C=CC(=C(C1)C1=CC(=NC=C1C(=O)NN1SC2=C(C1)N[C@@H](C2)C(=O)C2OCCC2)C)OC (S)-4-(5-Cyano-2-methoxyphenyl)-6-methyl-N-(5-(tetrahydrofuran-2-carbonyl)-5,6-dihydro-4H-pyrrolo[3,4]thiazol-2-yl)nicotinamide